(S)-6-chloro-2-(1-cyclopropylethyl)-3-oxoisoindoline-4-carbonitrile ClC=1C=C(C=2C(N(CC2C1)[C@@H](C)C1CC1)=O)C#N